Methyl-4-pyridone CC1=NC=CC(C1)=O